1-(2-aminopyrimidin-4-yl)-6-bromo-N-(2-methoxyethyl)-1H-indole-2-carboxamide NC1=NC=CC(=N1)N1C(=CC2=CC=C(C=C12)Br)C(=O)NCCOC